C(=O)C1CSCCN1C(CNC(OCC1=CC=CC=C1)=O)=O benzyl (2-(3-formylthiomorpholino)-2-oxoethyl)carbamate